7-(2-Hydroxy-4-oxo-4H-pyrido[1,2-a]pyrimidin-7-yl)-4,7-diazaspiro[2.5]octane-4-carboxylic acid tert-butyl ester C(C)(C)(C)OC(=O)N1C2(CC2)CN(CC1)C=1C=CC=2N(C(C=C(N2)O)=O)C1